C1(CC1)OC=1C=C(C(=O)O)C=C(C1C1=CN(C2=NC=C(C=C21)C=2C(=NOC2C)C)C(C2CC2)C2CC2)F 3-cyclopropoxy-4-(1-(dicyclopropylmethyl)-5-(3,5-dimethylisoxazol-4-yl)-1H-pyrrolo[2,3-b]pyridin-3-yl)-5-fluorobenzoic acid